CC=1N=C2N(N=C(C=C2C)C=2N=C3N(C(C2)=O)N=C(S3)N3C[C@H](N[C@H](C3)C)C)C1 7-(2,8-dimethylimidazo[1,2-b]pyridazin-6-yl)-2-[(3R,5S)-3,5-dimethylpiperazin-1-yl]-[1,3,4]thiadiazolo[3,2-a]pyrimidin-5-one